(R)-4-(2-((3-((tert-butyldiphenylsilyl)oxy)-2,2-difluoropropyl)amino)propyl)benzene-1,2-diol [Si](C1=CC=CC=C1)(C1=CC=CC=C1)(C(C)(C)C)OCC(CN[C@@H](CC=1C=C(C(=CC1)O)O)C)(F)F